C(C=C)OC1=CC=C(C=C1)S(=O)(=O)O 4-(Allyloxy)benzenesulfonic acid